1-(methylsulfonyl)-4-((4-((S)-3-phenylisoxazolidin-2-yl)-5-(trifluoromethyl)pyrimidine-2-yl)amino)piperidin-3-ol CS(=O)(=O)N1CC(C(CC1)NC1=NC=C(C(=N1)N1OCC[C@H]1C1=CC=CC=C1)C(F)(F)F)O